N-(4-ethynylpyridin-2-yl)-2-(4-fluorophenyl)acetamide C(#C)C1=CC(=NC=C1)NC(CC1=CC=C(C=C1)F)=O